BrC1=CC2=C(S(CC2)(=O)=O)C=C1F 5-bromo-6-fluoro-2,3-dihydrobenzo[b]thiophene 1,1-dioxide